N-(5-([1,4'-bipiperidin]-1'-yl)-2-((5-cyano-4-((2-isopropoxyphenyl)amino)pyrimidin-2-yl)amino)-4-fluorophenyl)acrylamide N1(CCCCC1)C1CCN(CC1)C=1C(=CC(=C(C1)NC(C=C)=O)NC1=NC=C(C(=N1)NC1=C(C=CC=C1)OC(C)C)C#N)F